1,4-bis(furan-2-ylmethyl)tetrasulfane O1C(=CC=C1)CSSSSCC=1OC=CC1